N1(CCCC1)C(C(=O)N)CC 2-(pyrrolidin-1-yl)butanamide